di-(4-nonylphenyl)iodonium hexafluoroantimonate F[Sb-](F)(F)(F)(F)F.C(CCCCCCCC)C1=CC=C(C=C1)[I+]C1=CC=C(C=C1)CCCCCCCCC